3-fluoro-4-(1H-pyrazol-3-yloxymethyl)benzonitrile FC=1C=C(C#N)C=CC1COC1=NNC=C1